5-(trifluoromethyl)-1,3-benzothiazol FC(C=1C=CC2=C(N=CS2)C1)(F)F